FC1=CC2=C([C@@H](CO2)NC)C=C1 (S)-6-fluoro-N-methyl-2,3-dihydrobenzo-furan-3-amine